(2-cyclopropyl-6-(1-methyl-5-(((methyl(3,3,3-trifluoropropyl)carbamoyl)oxy)Methyl)-1H-1,2,3-triazol-4-yl)pyridin-3-yloxy)cyclohexane-1-carboxylic acid C1(CC1)C1=NC(=CC=C1OC1(CCCCC1)C(=O)O)C=1N=NN(C1COC(N(CCC(F)(F)F)C)=O)C